methyl 3-((1S,2S)-2-(6-(2,4-dimethoxypyrimidin-5-yl)imidazo[1,2-b]pyridazin-8-yl)cyclopropyl)benzoate COC1=NC=C(C(=N1)OC)C=1C=C(C=2N(N1)C=CN2)[C@@H]2[C@H](C2)C=2C=C(C(=O)OC)C=CC2